C(CS)(=O)[O-].C(CCCCCCC)[Sn+3].C(CS)(=O)[O-].C(CS)(=O)[O-] octyltin thioglycolate